allyl-(chloro)(1,3-dimethylphenyl-1,3-dihydro-2H-imidazol-2-ylidene)palladium C(C=C)[Pd](=C1N(C=CN1)C1(CC(=CC=C1)C)C)Cl